C(C)O[SiH](CCCS=C(N(C)C)SSSSC(N(C)C)=SCCC[SiH](OCC)OCC)OCC 3-diethoxysilylpropyl-N,N-dimethylthiocarbamoyl tetrasulfide